6-[(3S)-3-(cyanomethyl)piperazin-1-yl]-2-[[(2S)-1-(2-methoxyethyl)pyrrolidin-2-yl]methoxy]-N-(3-methoxy-1-naphthyl)pyrimidine-4-carboxamide C(#N)C[C@H]1CN(CCN1)C1=CC(=NC(=N1)OC[C@H]1N(CCC1)CCOC)C(=O)NC1=CC(=CC2=CC=CC=C12)OC